NC1=C(C=NN1)C(=O)N1C[C@@]2(CC1)C(NC1=CC(=C(C=C12)Cl)Cl)=O (S)-1'-(5-amino-1H-pyrazole-4-carbonyl)-5,6-dichlorospiro[indoline-3,3'-pyrrolidin]-2-one